O[C@H]1CC=2C=C3C=CC(OC3=CC2OC1(C)C)=O (S)-7-hydroxy-8,8-dimethyl-7,8-dihydropyrano[3,2-g]chromen-2(6H)-one